FC1=CC=C(C=C1)N1CCN(CC1)CC=1C=C(C=CC1C(F)(F)F)N1CCN(CCC1)C 1-(3-((4-(4-fluorophenyl)piperazin-1-yl)methyl)-4-(trifluoromethyl)phenyl)-4-methyl-1,4-diazepane